ClC1(CC1)C(CC1=C(C=CC=C1)Cl)CNN 2-(1-chlorocyclopropyl)-1-(2-chlorophenyl)-3-hydrazinopropane